(E)-N-(2-((3-fluoroazetidin-1-yl)methyl)phenyl)-3-(1H-indazol-6-yl)acrylamide FC1CN(C1)CC1=C(C=CC=C1)NC(\C=C\C1=CC=C2C=NNC2=C1)=O